C1(=CC=CC=C1)S(=O)(=O)NC(CC[C@@H](C(=O)OC)NC(=O)OC(C)(C)C)=O methyl (2S)-5-(benzenesulfonylamino)-2-(tert-butoxycarbonylamino)-5-oxopentanoate